3,6-Ditert-butylcarbazole C(C)(C)(C)C=1C=CC=2NC3=CC=C(C=C3C2C1)C(C)(C)C